1-(5-(1,2',3,3'-tetrahydrospiro[benzo[4,5]imidazo[2,1-c][1,4]oxazine-4,1'-inden]-7-yl)pyrimidin-2-yl)piperidin-4-ol C12(CCC3=CC=CC=C13)N1C(COC2)=NC2=C1C=C(C=C2)C=2C=NC(=NC2)N2CCC(CC2)O